3-(benzylamino)propionic acid methyl ester COC(CCNCC1=CC=CC=C1)=O